4-((5-(1H-indol-3-yl)-1H-pyrazol-3-yl)amino)-3-methylphenol N1C=C(C2=CC=CC=C12)C1=CC(=NN1)NC1=C(C=C(C=C1)O)C